3,4-difluoro-5-(4-methylpyridin-3-yl)-N-(4-methylthiazol-2-yl)benzamide FC=1C=C(C(=O)NC=2SC=C(N2)C)C=C(C1F)C=1C=NC=CC1C